ClC=1C(=CC2=C(N=C(O2)N2CCOCC2)C1)[N+](=O)[O-] 5-chloro-2-morpholino-6-nitrobenzo[d]oxazole